tert-butyl ((3S,5R)-1-acryloyl-5-methylpyrrolidin-3-yl)(methyl)carbamate C(C=C)(=O)N1C[C@H](C[C@H]1C)N(C(OC(C)(C)C)=O)C